C1(CC1)C1=NOC(=C1)B1OC(C(O1)(C)C)(C)C 3-cyclopropyl-5-(4,4,5,5-tetramethyl-1,3,2-dioxaborolan-2-yl)isoxazole